OC(CS(=O)(=O)O)CCCC 2-hydroxyhexane-1-sulfonic acid